C(C)N1C=[N+](C=C1)C 1-ethyl-3-methylimidazol-3-ium